1-tert-butyl 2-(hydroxymethyl)piperazine-1,4-dicarboxylate OCC1N(CCN(C1)C(=O)[O-])C(=O)OC(C)(C)C